15-chloro-21,23-difluoro-16-hydroxy-19-methyl-8-oxa-18lambda6-thia-11,19-diazatetracyclo[18.3.1.113,17.02,7]pentacosa-1(24),2,4,6,13,15,17(25),20,22-nonaene-12,18,18-trione ClC=1C=C2C(NCCOC3=CC=CC=C3C=3C(=CC(=C(N(S(C(C1O)=C2)(=O)=O)C)C3)F)F)=O